4-[4-[(2-hydroxybenzoyl)amino]phenyl]butyric acid OC1=C(C(=O)NC2=CC=C(C=C2)CCCC(=O)O)C=CC=C1